ethyl ((benzyloxy)carbonyl)cysteinate C(C1=CC=CC=C1)OC(=O)N[C@@H](CS)C(=O)OCC